(N-[4-Amino-5-(6-methoxypyridin-3-carbonyl)thiazol-2-yl]-4-fluoroanilino)propanamid NC=1N=C(SC1C(=O)C=1C=NC(=CC1)OC)N(C1=CC=C(C=C1)F)C(C(=O)N)C